N1C=NC2=C1C=CC(=C2)N2C([C@@H]([C@@H]2C2=C(C=C(C=C2F)OCC(C)(C)O)F)C)=O (3R,4R)-1-(1H-benzo[d]imidazol-5-yl)-4-(2,6-difluoro-4-(2-hydroxy-2-methylpropyloxy)phenyl)-3-methylazetidin-2-one